ClC1=NC=C(C2=CC(=NC=C12)Cl)C(C)(CCC)O 2-(1,6-dichloro-2,7-naphthyridin-4-yl)pentan-2-ol